2-[6-amino-5-[8-[2-[3-(5,7-dihydropyrrolo[3,4-b]pyridin-6-yl)prop-1-ynyl]-4-pyridyl]-3,8-diazabicyclo[3.2.1]octan-3-yl]pyridazin-3-yl]phenol NC1=C(C=C(N=N1)C1=C(C=CC=C1)O)N1CC2CCC(C1)N2C2=CC(=NC=C2)C#CCN2CC1=NC=CC=C1C2